(2,2-dipropyl-1,3-dioxolan-4-yl)methanol C(CC)C1(OCC(O1)CO)CCC